dimethylsilylene(4-tert-butylcyclopentadienyl)(indenyl)zirconium C[Si](=[Zr](C1C=CC2=CC=CC=C12)C1C=CC(=C1)C(C)(C)C)C